2-methyl-4-(1H-pyrazol-5-yl)isoquinolin-1-one CN1C(C2=CC=CC=C2C(=C1)C1=CC=NN1)=O